2-[(trifluoromethyl)sulfonyl]oxy-propane FC(S(=O)(=O)OC(C)C)(F)F